CC1C(=O)OCCC1 methyl-e-valerolactone